CN1N=NC(=C1NC(OC(COC)C1=CC=CC=C1)=O)C1=NC(=C(C=C1)NS(=O)(=O)C)C 2-methoxy-1-phenyl-ethyl (1-methyl-4-(6-methyl-5-(methyl-sulfonamido)pyridin-2-yl)-1H-1,2,3-triazol-5-yl)carbamate